3-methoxy-10a-methyl-9-(2-methylpropyl)-7-propan-2-yl-7,8,8a,9-tetrahydroxanthen-1-ol COC=1C=C(C=2C(C3CC(C=CC3(OC2C1)C)C(C)C)CC(C)C)O